1-(2-Hydroxy-3,3-dimethylbutyl)-3-((2-(3,3,3-trifluoropropoxy)pyridin-4-yl)methyl)urea OC(CNC(=O)NCC1=CC(=NC=C1)OCCC(F)(F)F)C(C)(C)C